(1R,3aS,4R,6R,9aR,E)-1,6-dihydroxy-7-isopropyl-1-(methoxymethyl)-4,9a-dimethyl-2,3,3a,4,6,8,9,9a-octahydrodicyclopenta[a,d][8]annulen-5(1H)-one O[C@@]\1(CC[C@@H]2/C1=C\[C@@]1(C([C@H](C([C@@H]2C)=O)O)=C(CC1)C(C)C)C)COC